N1C=NC(=C1)C(C)N1C(N=C(C2=CC=C(C=C12)C(F)(F)F)N(C)C)=O 1-(1-(1H-imidazol-4-yl)ethyl)-4-(dimethylamino)-7-(trifluoromethyl)quinazolin-2(1H)-one